2-fluoro-4-{7-[2-(4-methyl-1-oxo-1,3-dihydro-2-benzofuran-5-yl)ethyl]-3-oxo-5,6,7,8-tetrahydro[1,2,4]triazolo[4,3-a]pyrazin-2(3H)-yl}benzonitrile FC1=C(C#N)C=CC(=C1)N1N=C2N(CCN(C2)CCC2=C(C3=C(C(OC3)=O)C=C2)C)C1=O